OC=1C=C(C=O)C=CC1O 3,4-dihydroxy-benzaldehyde